CN(CCOC=1C=C(C=CC1N1CCOCC1)NC1=NC=CC(=N1)NC=1C=NC2=CC=CC=C2C1)C 2-{3-[2-(dimethylamino)ethoxy]-4-morpholinophenylamino}-4-(3-quinolylamino)pyrimidine